(S)-N-((3-(3,5-difluoro-4-(2-oxo-2-thia-6-azaspiro[3.3]hept-6-yl)phenyl)-2-oxooxazolidin-5-yl)methyl)cyclobutanecarboxamide FC=1C=C(C=C(C1N1CC2(CS(C2)=O)C1)F)N1C(O[C@H](C1)CNC(=O)C1CCC1)=O